CN([C@@H](C)C=1C=CC(=NC1)NC1=NC=NC(=C1)NC1=NC=CC=C1S(=O)(=O)C)C (S)-N4-(5-(1-(dimethylamino)ethyl)pyridin-2-yl)-N6-(3-(methylsulfonyl)pyridin-2-yl)pyrimidine-4,6-diamine